NC=1C(=CC2=CC=CC=C2C1Cl)C(=O)O 3-amino-4-chloro-naphthalene-2-carboxylic acid